C(C)N[C@@H]1CN(CC1)C(C(C)C)=O 1-[(3S)-3-(ethylamino)pyrrolidin-1-yl]-2-methyl-propan-1-one